O-chloromandelonitrile ClOC(C#N)C1=CC=CC=C1